Oxidonitrogen O=[N]